C(C)OC(C(C(C1=CC=CC=C1)C1=CC=CC=C1)C#N)=O ethyl-2-cyano-3,3-diphenylpropionate